N[C@H](C=1OC2=C(N1)C=C(C=C2)CN2C(N[C@@H](C2)C(F)(F)F)=O)C2CCC(CC2)(F)F (S)-1-((2-((S)-amino(4,4-difluorocyclohexyl)methyl)benzo[d]oxazol-5-yl)methyl)-4-(trifluoromethyl)imidazolidin-2-one